ClC=1C=C(C(=NC1)C(F)(F)F)[N+](=O)[O-] 5-chloro-2-(trifluoromethyl)-3-nitropyridine